3-(cyclopropylamino)-2,2-difluoropropionic acid ethyl ester C(C)OC(C(CNC1CC1)(F)F)=O